C(C)(=O)N1CCC(CC1)C(=O)N[C@H](C(=O)O)CCCCCCCC1=NC=2NCCCC2C=C1 (S)-2-(1-acetylpiperidin-4-carboxamido)-9-(5,6,7,8-tetrahydro-1,8-naphthyridin-2-yl)nonanoic acid